7-fluoro-5-(7-fluoro-3,4-dihydroquinolin-1(2H)-yl)-[1,2,4]triazolo[4,3-a]quinazolin-8-amine FC=1C=C2C(=NC=3N(C2=CC1N)C=NN3)N3CCCC1=CC=C(C=C31)F